CC1=NC2=C(C=CC=C2C=C1)C(=O)O.CC1=NC2=C(C=CC=C2C=C1)C(=O)O.[Al+3] aluminum (III) bis(2-methyl-8-quinolinic acid)